CS(=O)(=O)NCC(=O)N (methylsulfonamido)acetamide